BrC=1C(=C(C=CC1)C1=CC=C(C(=N1)OC)CN1CC2(C1)CNC(C2)=O)Cl 2-((6-(3-bromo-2-chlorophenyl)-2-methoxypyridin-3-yl)methyl)-2,6-diazaspiro[3.4]octan-7-one